2-(3-fluorophenyl)-4-(2-naphthyl)quinazoline FC=1C=C(C=CC1)C1=NC2=CC=CC=C2C(=N1)C1=CC2=CC=CC=C2C=C1